2-((2-methylene-4-oxo-4-(1-((4-(trifluoromethyl)phenyl)ethynyl)cyclobutoxy)butanoyl)oxy)acetic acid C=C(C(=O)OCC(=O)O)CC(OC1(CCC1)C#CC1=CC=C(C=C1)C(F)(F)F)=O